(3S,4R)-4-((5-fluoro-4-(3-(R-1-hydroxyethyl)-4-isopropylquinolin-6-yl)pyrimidin-2-yl)amino)tetrahydro-2H-pyran-3-ol FC=1C(=NC(=NC1)N[C@H]1[C@@H](COCC1)O)C=1C=C2C(=C(C=NC2=CC1)[C@@H](C)O)C(C)C